C1=CC=C(C=C1)N(C2=CC3=C(C=C2)C4=C(C35C6=CC=CC=C6C7=CC=CC=C57)C=C(C=C4)N(C8=CC=CC=C8)C9=CC=CC1=CC=CC=C19)C1=CC=CC2=CC=CC=C21 N2,N7-Di-1-naphthalenyl-N2,N7-diphenyl-9,9'-spirobi[9H-fluorene]-2,7-diamine